benzo[b]furane O1C2=C(C=C1)C=CC=C2